ClC1=C2COC(=O)C2=C(C(=C1Cl)Cl)Cl 4,5,6,7-tetra-chlorophthalide